Cl.CN1N=C(C=C1NC=1N=CC2=C(N1)N1C(C(=C2)C=2C=C(C=CC2C)NC(C2=NC=CC(=C2)C(F)(F)F)=O)=NCC1)C N-(3-(2-((1,3-dimethyl-1H-pyrazol-5-yl)amino)-8,9-dihydroimidazo[1',2':1,6]pyrido[2,3-d]pyrimidin-6-yl)-4-methylphenyl)-4-(trifluoromethyl)picolinamide hydrogen chloride